ClC1=CC=C(C=C1)[C@@H]1COC2=C(O1)C=CC(=C2C=2CCN(CC2)C(=O)OC(C)(C)C)F tert-butyl 4-[(2R)-2-(4-chlorophenyl)-6-fluoro-2,3-dihydro-1,4-benzodioxin-5-yl]-3,6-dihydro-2H-pyridine-1-carboxylate